C(C)(C)(C)OC(=O)N(C)CC1CCC2(CC1)OC1=C(O2)C(=CC(=C1C)C(=O)OC)Cl methyl 4'-(((tert-butoxycarbonyl) (methyl) amino) methyl)-7-chloro-4-methylspiro[benzo[d][1,3]dioxole-2,1'-cyclohexane]-5-carboxylate